4-[(3-chlorophenyl)methyl]-2'-{(2R)-3-[(4-methoxyphenyl)methoxy]-2-methylpropyl}-2',3'-dihydrospiro[cyclohexane-1,1'-indene]-4-carboxylic acid methyl ester COC(=O)C1(CCC2(C(CC3=CC=CC=C23)C[C@H](COCC2=CC=C(C=C2)OC)C)CC1)CC1=CC(=CC=C1)Cl